C1(CC1)COCC=1N=C(SC1C1=CC(=C(OCCCC(=O)O)C(=C1)F)F)C 4-[4-(4-Cyclopropylmethoxymethyl-2-methyl-thiazol-5-yl)-2,6-difluoro-phenoxy]-butyric acid